C(C)(C)(C)C1=CC=C(C=C1)N(C1=CC2=C(OC3=C2C=CC=C3)C(=C1)Cl)C1=CC(=CC(=C1)C(C)(C)C)C(C)(C)C N-(4-(tert-butyl)phenyl)-4-chloro-N-(3,5-di-tert-butylphenyl)dibenzo[b,d]furan-2-amine